N2,N5-bis(4-(piperazin-1-yl)phenyl)pyridine-2,5-dicarboxamide N1(CCNCC1)C1=CC=C(C=C1)NC(=O)C1=NC=C(C=C1)C(=O)NC1=CC=C(C=C1)N1CCNCC1